N-(TETRAZOL-5-YL)-BENZAMIDE N1N=NN=C1NC(C1=CC=CC=C1)=O